5-(3-(3-(3-fluorophenyl)ureido)phenyl)-1H-thiophene FC=1C=C(C=CC1)NC(NC=1C=C(C=CC1)C1=CC=CS1)=O